O1C=2C(OCC1)=CSC2 dihydrothieno[3,4-b][1,4]dioxine